N(C(=N)N)[C@H]1[C@H](C1)C(=O)O (1S,2R)-2-carbamimidamidocyclopropane-1-carboxylic acid